7-(pyrrolidin-1-ylmethyl)-4H,5H-thieno[3,2-c]pyridin-4-one N1(CCCC1)CC=1C2=C(C(NC1)=O)C=CS2